C1(CCCCCC1)[C@@H](C(=O)NC1=C(C=C(C=C1)[C@@H](C(=O)N(CC(F)(F)F)CC1CC1)C)F)NC(=O)C1=CC=NN1CC N-((S)-1-cycloheptyl-2-((4-((S)-1-((cyclopropylmethyl)(2,2,2-trifluoroethyl)amino)-1-oxopropan-2-yl)-2-fluorophenyl)amino)-2-oxoethyl)-1-ethyl-1H-pyrazole-5-carboxamide